2-(3-methylphenylethynyl)anisole CC=1C=C(C=CC1)C#CC1=C(C=CC=C1)OC